(±)-1-(sec-butyl)-3-methyl-1H-pyrazole-5-carboxylate [C@@H](C)(CC)N1N=C(C=C1C(=O)[O-])C |r|